[N-]1C=NC=C1 1H-imidazolide